FC1=C(C=CC=C1)[C@]1([C@@H]2CCN(C[C@H]12)C1=CN=C2C(=N1)NN=C2C2=C1C=CC=NC1=C(C=C2)OC(C)C)CN ((1S,6R,7R)-7-(2-fluorophenyl)-3-(3-(8-isopropoxyquinolin-5-yl)-1H-pyrazolo[3,4-b]pyrazin-6-yl)-3-azabicyclo[4.1.0]heptan-7-yl)methanamine